COC(=O)[C@@H]1N(CC(=C1)OS(=O)(=O)C(F)(F)F)C(=O)OC(C)(C)C (R)-4-(((trifluoromethyl)sulfonyl)oxy)-2,5-dihydro-1H-pyrrole-1,2-dicarboxylic acid 1-tert-butyl ester 2-methyl ester